2,4,6-trimethylbenzoylphosphinate CC1=C(C(=O)P([O-])=O)C(=CC(=C1)C)C